NN(CCC1=CNC=2C=CC=C(C12)O)C 3-[2-[Amino(methyl)amino]ethyl]-1H-indol-4-ol